2,2-difluoro-2-fluoro-sulfonyl-acetic acid methyl ester COC(C(S(=O)(=O)F)(F)F)=O